2-(2-chlorophenyl)-N-[4-(1-cyclopropyl-1H-pyrazol-4-yl)-3-sulfamoylphenyl]-2-hydroxyethanamide ClC1=C(C=CC=C1)C(C(=O)NC1=CC(=C(C=C1)C=1C=NN(C1)C1CC1)S(N)(=O)=O)O